N-(trimethylsilyl)thiophene-2-sulfonamide C[Si](NS(=O)(=O)C=1SC=CC1)(C)C